CCCCC/C=C\C/C=C\CCCCCCCC(=O)OCC1[C@H](C(C([C@@H](O1)O[C@H]2CC[C@@]3([C@H]4CC[C@]5([C@H]([C@@H]4CC=C3C2)CC[C@@H]5[C@H](C)CCCC(C)C)C)C)O)O)O 3-O-(6'-O-(9Z,12Z-octadecadienoyl)-beta-D-glucopyranosyl)-cholest-5-en-3beta-ol